C1(=CC=CC=C1)C1(CC2=C(N=C(S2)N)CC1)NCCC 6-phenyl-N6-propyl-4,5,6,7-tetrahydrobenzothiazole-2,6-diamine